FC(CN1CCCC12CCC(CC2)NC(=O)[C@H]2CCN(C1(CC1)C2)C(=O)C2=NNC(=C2)C2=CC(=NC=C2F)OC)(C)F (S)-N-(1-(2,2-difluoropropyl)-1-azaspiro[4.5]decan-8-yl)-4-(5-(5-fluoro-2-methoxypyridin-4-yl)-1H-pyrazole-3-carbonyl)-4-azaspiro[2.5]octane-7-carboxamide